NC[C@@H]1CN(C[C@@H]1CN)[C@H]1C[C@H](CC1)NC(=O)C1CCCCC1 N-[(1s,3R)-3-[cis-3,4-bis(aminomethyl)pyrrolidin-1-yl]cyclopentyl]cyclohexanecarboxamide